C1(CC1)S(=O)(=O)N1CCN(CC1)C1=NC=CC(=N1)N 2-(4-(cyclopropylsulfonyl)piperazin-1-yl)pyrimidin-4-amine